trans-2-(aminomethyl)cyclohexanol NC[C@H]1[C@@H](CCCC1)O